1H-indazole trifluoroacetate salt FC(C(=O)O)(F)F.N1N=CC2=CC=CC=C12